C1=CC=CC=2C3=CC=CC=C3C(C12)COC(=O)N[C@H](C(=O)N[C@H](C(=O)NC1=CC=C(C(=O)OC)C=C1)CCCCNC(C1=CC=C(C=C1)C)(C1=CC=CC=C1)C1=CC=CC=C1)C(C)C methyl 4-((S)-2-((S)-2-((((9H-fluoren-9-yl)methoxy)carbonyl)amino)-3-methylbutanamido)-6-((diphenyl(p-tolyl)methyl)amino)hexanamido)benzoate